1,2,4-cyclopentanetriamine C1(C(CC(C1)N)N)N